C(C)OC(=O)C1=CC2=NC(=CC=C2N1COCC[Si](C)(C)C)Cl 5-Chloro-1-((2-(trimethylsilyl)ethoxy)methyl)-1H-pyrrolo[3,2-b]pyridine-2-carboxylic acid ethyl ester